FC1=C(C2=C(C(NS2(=O)=O)=O)C=C1)C(F)(F)F 6-fluoro-7-trifluoromethylbenzo[d]isothiazol-3(2H)one-1,1-dioxide